COC1=NC=C(C(=N1)OC)C=1C=C(C=2N(N1)N=CN2)N2CC(C2)(C(F)(F)F)F 6-(2,4-dimethoxypyrimidin-5-yl)-8-(3-fluoro-3-(trifluoromethyl)azetidin-1-yl)-[1,2,4]triazolo[1,5-b]pyridazine